CC(CNC(=O)C1CCNCC1)C N-(2-methylpropyl)piperidine-4-carboxamide